COC[C@@H]1N2C=3C(=C(SC3C(NC1)=O)C=1C=NNC1)CCC2 (R)-6-(methoxymethyl)-2-(1H-pyrazol-4-yl)-4,5,7,8-tetrahydro-3H-1-thia-5a,8-diazabenzo[cd]azulen-9(6H)-one